NC=1N=CC(=NC1CC1=CC=CC=C1)C1=CC=C(C=C1)O 4-(5-amino-6-benzyl-pyrazin-2-yl)phenol